OC(CN(CCN(CC(C)O)CC(C)O)CCN(CC(C)O)CC(C)O)C ((((2-hydroxypropyl)azanediyl)bis(ethane-2,1-diyl))bis(azanetriyl))tetrakis(propan-2-ol)